CN1C[C@@H](CCC1)NC=1N=NC(=C2C1C=NC=C2)C2=C(C=C(C=C2)C)C(F)(F)F N-[(3R)-1-methylpiperidin-3-yl]-1-[4-methyl-2-(trifluoromethyl)phenyl]pyrido[3,4-d]pyridazin-4-amine